4-bromo-3-chloro-N-((1S,3S)-3-(hydroxymethyl)cyclobutyl)benzenesulfonamide BrC1=C(C=C(C=C1)S(=O)(=O)NC1CC(C1)CO)Cl